The molecule is an icosanoid anion that is the conjugate base of 5(S),6(S)-epoxy-18-hydroxy-(7E,9E,11Z,14Z,16E)-icosapentaenoic acid, obtained by deprotonation of the carboxy group; major species at pH 7.3. It is an icosanoid anion, a hydroxy fatty acid anion and a long-chain fatty acid anion. It is a conjugate base of a 5(S),6(S)-epoxy-18-hydroxy-(7E,9E,11Z,14Z,16E)-icosapentaenoic acid. CCC(/C=C/C=C\\C/C=C\\C=C\\C=C\\[C@H]1[C@@H](O1)CCCC(=O)[O-])O